[N+](=O)([O-])C1=C(N)C=CC(=C1)[N+](=O)[O-] 2,4-dinitroaniline